OC([C@H](N)C(=O)O)C1=CNC=N1 β-Hydroxy-histidin